OC1=C(C=CC=C1)N=C(CC(C)OC(C1=CC=C(C=C1)CCC)=O)C 4-n-propylbenzoic acid [4-(2-hydroxyphenylimino)-2-pentyl] ester